FC=1C(=CC(=NC1)OC)C1=CC(=NN1)C(=O)N1C2(CC2)C[C@H](CC1)C(=O)NC1CNCC1 (7S)-4-[5-(5-fluoro-2-methoxypyridin-4-yl)-1H-pyrazole-3-carbonyl]-N-(pyrrolidin-3-yl)-4-azaspiro[2.5]Octane-7-carboxamide